C1(=CC=CC=C1)CS(=O)(=O)NCC1=CC(=CC=C1)B1OC(C(O1)(C)C)(C)C 1-phenyl-N-(3-(4,4,5,5-tetramethyl-1,3,2-dioxaborolan-2-yl)benzyl)methanesulfonamide